NC=1OC=2CCCC(C2C(C1C#N)(C1=CC=C(C=C1)OC)C1=CC=CC2=CC=CC=C12)=O 2-Amino-5,6,7,8-tetrahydro-4-(4-methoxyphenyl)(naphthalen-1-yl)-5-oxo-4H-chromene-3-carbonitrile